COC(=O)C1CCN(CC1)C=1SC=CC1 1-(thiophene-2-yl)piperidine-4-carboxylic acid methyl ester